2-(1-cyclopropyl-2-hydroxy-2-methylpropyl)-7-(2-(2,2,2-trifluoroethoxy)pyridin-3-yl)isoindolin-1-one C1(CC1)C(C(C)(C)O)N1C(C2=C(C=CC=C2C1)C=1C(=NC=CC1)OCC(F)(F)F)=O